BrC=1C=CC(=NC1)C1=NN=C2C=3N=CN(C3N=CN21)[C@@H]2O[C@@H]([C@H]([C@H]2O)O)CO (2R,3R,4S,5R)-2-{3-(5-bromopyridin-2-yl)-7H-[1,2,4]triazolo[3,4-i]purin-7-yl}-5-(hydroxymethyl)tetrahydrofuran-3,4-diol